di(pyrrolidinyl)diallyl-silane N1(CCCC1)[Si](CC=C)(CC=C)N1CCCC1